ClC=1C(=C2C(=NC1)NC(=N2)C2=CC=C(C=C2)N2CCN(CC2)CC=2C=NC=NC2)NC2CCN(CC2)CC2CC2 6-Chloro-N-[1-(cyclopropylmethyl)piperidin-4-yl]-2-{4-[4-(pyrimidin-5-ylmethyl)piperazin-1-yl]phenyl}-3H-imidazo[4,5-b]pyridin-7-amine